FC1=C(C=CC=C1F)NC(=O)[C@H]1C(N(CC[C@@H]1C1=CC=C(C=C1)F)C)=O (3S,4S)-N-(2,3-difluorophenyl)-4-(4-fluorophenyl)-1-methyl-2-oxo-3-piperidinecarboxamide